FC=1C=NC(=NC1)N1CCC(CC1)OC[C@@H]1N(CCC[C@@H]1NC(=O)[C@H]1OCCC1)C(=O)N(C)C cis-2-({[1-(5-fluoropyrimidin-2-yl)piperidin-4-yl]oxy}methyl)-N,N-dimethyl-3-{[(2S)-oxolane-2-carbonyl]amino}piperidine-1-carboxamide